ClC1=C(OC2=CC3=C(N=C4OCCCN43)C=C2)C(=CC(=C1)[N+](=O)[O-])Cl 7-(2,6-dichloro-4-nitrophenoxy)-3,4-dihydro-2H-benzo[4,5]imidazo[2,1-b][1,3]oxazine